methyl-5-(1-methyl-1H-pyrazol-4-yl)-3-(1-phenylethoxy)-1-((2-(trimethylsilyl)ethoxy)methyl)-1H-pyrrole-2-carboxamide CC=1C(=C(N(C1C=1C=NN(C1)C)COCC[Si](C)(C)C)C(=O)N)OC(C)C1=CC=CC=C1